4-[(4-cyanophenyl)amino]benzonitrile C(#N)C1=CC=C(C=C1)NC1=CC=C(C#N)C=C1